C1(=CC=CC2=CC=CC=C12)CC1=C(C(=C2C(=C(C(=C(C2=C1)O)CC1=CC=CC2=CC=CC=C12)CC1=CC=CC2=CC=CC=C12)CC1=CC=CC2=CC=CC=C12)CC1=CC=CC2=CC=CC=C12)CC1=CC=CC2=CC=CC=C12 hexa-(naphthylmethyl)naphthol